COC(CCCCCCCCCCCCCCCCCCC(=O)O)=O 20-methoxy-20-oxoicosanoic acid